(2R,4R)-1-cyano-N-[1-(5-fluoro-3-pyridyl)-2-oxo-2-[[(1S)-1-phenylethyl]amino]ethyl]-4-hydroxy-4-methyl-N-[4-(pentafluoro-λ6-sulfanyl)phenyl]pyrrolidine-2-carboxamide C(#N)N1[C@H](C[C@@](C1)(C)O)C(=O)N(C1=CC=C(C=C1)S(F)(F)(F)(F)F)C(C(N[C@@H](C)C1=CC=CC=C1)=O)C=1C=NC=C(C1)F